ClC1=CC=C(C=C1)[C@@H]1C[C@H](C1)N1C(OC(=N1)CN1C=NC2=C(C1=O)N=C(C=C2)OCC2=CC=C(C=C2)OC)=O 3-((trans)-3-(4-chlorophenyl)cyclobutyl)-5-((6-((4-methoxybenzyl)oxy)-4-oxopyrido[3,2-d]pyrimidin-3(4H)-yl)methyl)-1,3,4-oxadiazol-2(3H)-one